2,2,7,7-tetrakis(diphenylamino)-9,9-spirobifluorene C1(=CC=CC=C1)N(C1(C=C2C3(C4=CC(C=CC4=C2C=C1)(N(C1=CC=CC=C1)C1=CC=CC=C1)N(C1=CC=CC=C1)C1=CC=CC=C1)C1=CC=CC=C1C=1C=CC=CC13)N(C1=CC=CC=C1)C1=CC=CC=C1)C1=CC=CC=C1